[N+](=O)([O-])C1=CC(=C(C=2C(C3=CC=CC=C3C(C12)=O)=O)N)C(=O)O 4-nitro-1-aminoanthraquinone-2-formic acid